3-aminoazepan-2-one NC1C(NCCCC1)=O